(R)-2-(4-(4-((1-(3-(difluoromethyl)-2-fluorophenyl)ethyl)amino)-2-methylquinazolin-6-yl)-2-hydroxyphenyl)-N,N-dimethylacetamide formate salt C(=O)O.FC(C=1C(=C(C=CC1)[C@@H](C)NC1=NC(=NC2=CC=C(C=C12)C1=CC(=C(C=C1)CC(=O)N(C)C)O)C)F)F